FC(C1=C(C(=CC=C1)C)C(C)=O)F 1-[2-(difluoromethyl)-6-methyl-phenyl]ethanone